C(C)(C)(C)OC(=O)C1CCC(CC1)S(=O)(=O)Cl.ClC1=NC=CC=C1CC(=O)N1CCC2=CC(=CC(=C12)F)C1=CC(=NC=C1)NC1=CC=NN1C 2-(2-chloropyridin-3-yl)-1-(7-fluoro-5-(2-((1-methyl-1H-pyrazol-5-yl)amino)pyridin-4-yl)indolin-1-yl)ethan-1-one tert-Butyl-4-(chlorosulfonyl)cyclohexanecarboxylate